2-[1-(fluoromethyl)-2-oxabicyclo[2.1.1]hexan-4-yl]-7-isopropoxy-imidazo[1,2-a]pyrimidine-6-carboxylic acid FCC12OCC(C1)(C2)C=2N=C1N(C=C(C(=N1)OC(C)C)C(=O)O)C2